4-dodecyl-dibenzo[b,d]furan C(CCCCCCCCCCC)C1=CC=CC2=C1OC1=C2C=CC=C1